(S)-2-(6-(cyclopropylmethoxy)-5-(pyrrolidin-1-yl)pyridinamido)-4-methylpentanoic acid C1(CC1)COC1=C(C=CC(=N1)C(=O)N[C@H](C(=O)O)CC(C)C)N1CCCC1